ClC=1C=C2C(=CN=C(C2=CN1)C=1C=NN(C1CN(C)C)C)C(C)C 1-(4-(6-chloro-4-isopropyl-2,7-naphthyridin-1-yl)-1-methyl-1H-pyrazol-5-yl)-N,N-dimethylmethanamine